FC(C1=CN=C2N1C=C(C=C2)C2=CNC=1N=C(N=CC12)NC(C)C)F 5-(3-(difluoromethyl)imidazo[1,2-a]pyridin-6-yl)-N-isopropyl-7H-pyrrolo[2,3-d]pyrimidin-2-amine